3-(3-nitropyrazol-1-yl)benzoic acid [N+](=O)([O-])C1=NN(C=C1)C=1C=C(C(=O)O)C=CC1